N-(2-Methoxy-5-(((1S,3S)-3-(trifluoromethyl)cyclohexyl)oxy)phenyl)-5-oxo-pyrrolidine-2-carboxamide COC1=C(C=C(C=C1)O[C@@H]1C[C@H](CCC1)C(F)(F)F)NC(=O)C1NC(CC1)=O